1-(2-((2S,4R)-2-(2-(benzo[d]thiazol-2-yl)phenylcarbamoyl)-4-fluoropyrrolidin-1-yl)-2-oxoethyl)-5-(pyridazin-4-yl)-1H-indazole S1C(=NC2=C1C=CC=C2)C2=C(C=CC=C2)NC(=O)[C@H]2N(C[C@@H](C2)F)C(CN2N=CC1=CC(=CC=C21)C2=CN=NC=C2)=O